NC1=C(C2=C(S1)C(C(CC2)(C2=CC=CC=C2)CCOC=2C(=NC=NC2)O)=O)C(=O)NC2CC2 2-Amino-N-cyclopropyl-6-(2-((4-hydroxypyrimidin-5-yl)oxy)ethyl)-7-oxo-6-phenyl-4,5,6,7-tetrahydrobenzo[b]thiophene-3-carboxamide